4-{[5-(4,4-dimethyl-2,5-dioxo-1-imidazolidinyl)-2-pyridinyl]oxy}-2-(methyloxy)benzonitrile CC1(NC(N(C1=O)C=1C=CC(=NC1)OC1=CC(=C(C#N)C=C1)OC)=O)C